2-chloro-1-(5-(trifluoromethyl)pyridin-2-yl)ethan-1-one ClCC(=O)C1=NC=C(C=C1)C(F)(F)F